C(N)(=O)C=1C(=NNC1NC1=CC(=NC=C1)OC)C1=CC=C(C=C1)NC(=O)C=1C=NN(C1)C1=CC=CC=C1 N-(4-(4-carbamoyl-5-((2-methoxypyridin-4-yl)amino)-1H-pyrazol-3-yl)phenyl)-1-phenyl-1H-pyrazole-4-carboxamide